(S)-4-amino-2-(4-(2-(1-amino-2-hydroxyethyl)phenoxy)butyl)benzonitrile hydrochloride Cl.NC1=CC(=C(C#N)C=C1)CCCCOC1=C(C=CC=C1)[C@@H](CO)N